6-bromo-3-(4-chlorophenyl)-2-[(5-chloropyrimidin-2-yl)methyl]-4-fluoro-3-hydroxy-2,3-dihydro-1H-isoindol-1-one BrC1=CC(=C2C(N(C(C2=C1)=O)CC1=NC=C(C=N1)Cl)(O)C1=CC=C(C=C1)Cl)F